FC=1C=C(C#N)C=C(C1)[C@H]1N(OCC1)C(=O)[C@@H]1CC[C@H](CC1)CC1=NC=NC(=C1)N1C(=NC=C1)C trans-3-fluoro-5-[(3S)-2-[4-[[6-(2-methylimidazol-1-yl)pyrimidin-4-yl]methyl]cyclohexanecarbonyl]isoxazolidin-3-yl]benzonitrile